FC1=C2CCN(C2=CC(=C1)F)CC=1C=C(C=C2C(C=C(OC12)N1C[C@H](OCC1)C)=O)C(=O)N(C)C 8-[(4,6-difluoroindolin-1-yl)methyl]-N,N-dimethyl-2-[(2R)-2-methylmorpholin-4-yl]-4-oxo-chromene-6-carboxamide